8-chloro-6-fluoro-N~2~-{4-[(methylsulfonyl)methyl]phenyl}-7-(3,3,8-trimethyl-2,3-dihydro-1H-pyrido[2,3-b][1,4]oxazin-7-yl)quinazoline-2,5-diamine ClC1=C(C(=C(C=2C=NC(=NC12)NC1=CC=C(C=C1)CS(=O)(=O)C)N)F)C1=C(C2=C(OC(CN2)(C)C)N=C1)C